O[C@]1(C[C@@H](CC1)NC(OC(C)(C)C)=O)[2H] tert-butyl ((1R,3R)-3-hydroxycyclopentyl-3-d)carbamate